ClC=1C(=C(C=CC1)C1(COC1)N1[C@@H](C[C@@](CC1)(C(=O)O)CC1=NC(=CC=C1F)NC1=NNC(=C1)C)CC)F (2R,4R)-1-(3-(3-chloro-2-fluoro-phenyl)oxetan-3-yl)-2-ethyl-4-((3-fluoro-6-((5-methyl-1H-pyrazol-3-yl)amino)pyridin-2-yl)methyl)-piperidine-4-carboxylic acid